methyl (2S)-2-((2S)-3-(4-chlorophenyl)-2-(((2-(3-chlorophenyl)-2,2-difluoro-1-phenylethoxy)carbonyl) amino)propanamido)-3-((S)-2-oxopyrrolidin-3-yl)propanoate ClC1=CC=C(C=C1)C[C@@H](C(=O)N[C@H](C(=O)OC)C[C@H]1C(NCC1)=O)NC(=O)OC(C(F)(F)C1=CC(=CC=C1)Cl)C1=CC=CC=C1